trisilanolate [SiH2]([SiH2][SiH3])[O-]